Cl.FC(C1CCNCC1)(F)F 4-(trifluoromethyl)piperidine HCl